CN(C=1C=C(C=CC1)C1=NN2C(N=CC(=C2)CNC(OC(C)(C)C)=O)=C1)C tert-butyl N-[[2-[3-(dimethylamino)phenyl]pyrazolo[1,5-a]pyrimidin-6-yl]methyl]carbamate